sodium (2S,5R)-N-(2-methoxyethoxy)-7-oxo-6-(sulfooxy)-1,6-diazabicyclo[3.2.1]-octane-2-carboxamide COCCONC(=O)[C@H]1N2C(N([C@H](CC1)C2)OS(=O)(=O)O)=O.[Na]